4-allyl-6-hydroxypyrocatechol di-n-hexanoate C(CCCCC)(=O)OC=1C(OC(CCCCC)=O)=CC(=CC1O)CC=C